2-methoxy-N4-methyl-5-nitrobenzene-1,4-diamine COC1=C(C=C(C(=C1)NC)[N+](=O)[O-])N